ClC=1N=C(SC1Cl)OC1=CC(=C(C=C1C)N=CN(C)CC)C N'-{4-[(4,5-Dichloro-1,3-thiazol-2-yl)oxy]-2,5-dimethylphenyl}-N-ethyl-N-methyl-imidoformamid